C(CCCCCCC)C(CCCCCCCC)N1C2=CC=CC=C2C=2C=CC=CC12 9-(1-octylnonyl)carbazole